FC(N1N=C(C=C1)[C@H](C(C)C)NC1=NC(=NC(=N1)N)C=1C=CC=2N(C1)C(=NC2)C)F (S)-N2-(1-(1-(difluoromethyl)-1H-pyrazol-3-yl)-2-methylpropyl)-6-(3-methylimidazo[1,5-a]pyridin-6-yl)-1,3,5-triazine-2,4-diamine